β-(3,4-epoxycyclohexyl)ethyl-methoxydimethylsilane C1(CC2C(CC1)O2)CC[Si](C)(C)OC